1,2-bis((2-methyl-phenyl)-amino)ethane ethyl-(2S)-3-(5-amino-1-methyl-benzimidazol-2-yl)-2-[[(2S)-2-(tert-butoxycarbonylamino)-4-methyl-pentanoyl]amino]propanoate C(C)OC([C@H](CC1=NC2=C(N1C)C=CC(=C2)N)NC([C@H](CC(C)C)NC(=O)OC(C)(C)C)=O)=O.CC2=C(C=CC=C2)NCCNC2=C(C=CC=C2)C